COC1=C(C=C(C=C1)[N+](=O)[O-])OC(F)(F)F 1-Methoxy-4-nitro-2-(trifluoromethoxy)benzene